Aminopropionaldehyde NC(C=O)C